COC1=NC=CC=C1C=1C=NN2C1N=C(C=C2)CCCCN(C(OC(C)C)=O)C Isopropyl (4-(3-(2-methoxypyridin-3-yl)pyrazolo[1,5-a]pyrimidin-5-yl)butyl)(methyl)carbamate